tetrabutylphosphine bistrifluoromethanesulfonimide salt [N-](S(=O)(=O)C(F)(F)F)S(=O)(=O)C(F)(F)F.C(CCC)P(CCCC)(CCCC)CCCC